C1=C(C=CC2=CC=CC=C12)OCC(=C=CC=1SC=CC1)CC (3-((naphthalene-2-oxy)methyl)pentan-1,2-dien-1-yl)thiophene